C(C)SC1=C(C=CC=C1)B(O)O (2-(Ethylthio)phenyl)boronic acid